CC1=C(C=C(C=C1)C(NC1=CC(=C(C=C1)CN1CCOCC1)C(F)(F)F)=O)[C@H]1CN(CC1)C=1C=NC=C(C(=O)N)C1 (S)-5-(3-(2-methyl-5-((4-(morpholinomethyl)-3-(trifluoromethyl)phenyl)carbamoyl)phenyl)pyrrolidin-1-yl)nicotinamide